benzyl-4-((tert-butyldimethylsilyl)oxy)-3,6-dihydropyridine C(C1=CC=CC=C1)C1=NCC=C(C1)O[Si](C)(C)C(C)(C)C